rac-tert-butyl (3-hydroxycyclopentyl)(methyl)carbamate OC1CC(CC1)N(C(OC(C)(C)C)=O)C